ClC1=CC(=C(C=C1F)[C@@H](C)NC(=O)[C@@H]1N([C@@H]2C[C@@H]2C1)C(C1=CC(=CC=C1)S(=O)(=O)C)=O)F (1R,3R,5R)-N-((1R)-1-(4-chloro-2,5-difluorophenyl)ethyl)-2-(3-(methylsulfonyl)benzoyl)-2-azabicyclo[3.1.0]hexane-3-carboxamide